2,4-diisocyanato-1-methylcyclohexane N(=C=O)C1C(CCC(C1)N=C=O)C